3-[6-[9-[4-(4-nitrophenyl)-1-piperidyl]-3-azaspiro[5.5]undecan-3-yl]-1-oxo-isoindolin-2-yl]piperidine-2,6-dione [N+](=O)([O-])C1=CC=C(C=C1)C1CCN(CC1)C1CCC2(CCN(CC2)C2=CC=C3CN(C(C3=C2)=O)C2C(NC(CC2)=O)=O)CC1